6-[(1S,2S)-2-(6-chloroimidazo[1,2-b]pyridazin-8-yl)cyclopropyl]-4-(2,2,2-trifluoroethoxy)isoquinoline ClC=1C=C(C=2N(N1)C=CN2)[C@@H]2[C@H](C2)C=2C=C1C(=CN=CC1=CC2)OCC(F)(F)F